tert-butyl (S)-4-((3-(2,4-dioxotetrahydropyrimidin-1(2H)-yl)-6-fluorobenzo[d]isoxazol-5-yl) methyl)-2-methylpiperazine-1-carboxylate O=C1N(CCC(N1)=O)C1=NOC2=C1C=C(C(=C2)F)CN2C[C@@H](N(CC2)C(=O)OC(C)(C)C)C